pentenyl-flavone C(=CCCC)C1=C(OC2=CC=CC=C2C1=O)C1=CC=CC=C1